N1C=NC2=C1C=CC(=C2)C(=O)OC Methyl 1H-benzo[d]imidazole-5-carboxylate